(R)-1'-(4-((1-(3-cyano-2-methylphenyl)ethyl)amino)-7-methoxy-2-methylquinazolin-6-yl)-[1,4'-bipiperidine]-4-carbonitrile C(#N)C=1C(=C(C=CC1)[C@@H](C)NC1=NC(=NC2=CC(=C(C=C12)N1CCC(CC1)N1CCC(CC1)C#N)OC)C)C